trans-N1,N1-dimethyl-N3-(5-(quinoxalin-6-yl)pyrrolo[2,1-f][1,2,4]triazin-2-yl)cyclobutane-1,3-diamine CN([C@@H]1C[C@H](C1)NC1=NN2C(C=N1)=C(C=C2)C=2C=C1N=CC=NC1=CC2)C